{1-[2',6'-bis(benzyloxy)-[3,3'-bipyridin]-6-yl]piperidin-4-yl}methanol C(C1=CC=CC=C1)OC1=NC(=CC=C1C=1C=NC(=CC1)N1CCC(CC1)CO)OCC1=CC=CC=C1